FC1=CC=C(C=C1)C(C(=O)NC1=NC=CC(=C1)C1=C(C=2C(N(C=C(C2N1)CC(F)(F)F)C)=O)C1=CC=C(C=C1)F)C (+)-2-(4-fluorophenyl)-N-{4-[3-(4-fluorophenyl)-5-methyl-4-oxo-7-(2,2,2-trifluoroethyl)-4,5-dihydro-1H-pyrrolo[3,2-c]pyridin-2-yl]pyridin-2-yl}propanamide